1-(3-(5-(5-(2,3-dihydro-1H-inden-4-yl)-6-methoxy-1H-pyrazolo[4,3-b]pyridin-3-yl)pyridin-2-yl)pyrrolidin-1-yl)ethan-1-one C1CCC2=C(C=CC=C12)C1=C(C=C2C(=N1)C(=NN2)C=2C=CC(=NC2)C2CN(CC2)C(C)=O)OC